FC1=C(CNCCC2CCS(CC2)(=O)=O)C=C(C=C1)C 4-(2-((2-fluoro-5-methylbenzyl)amino)ethyl)tetrahydro-2H-thiopyran 1,1-dioxide